C(C)N1N=CC=C1C(=O)N[C@H](C(=O)NC1=NC(=C(C=C1)C=1C(=NN(C1CC)COCC[Si](C)(C)C)C)F)C1CCC(CC1)C 2-ethyl-N-[(1S)-2-[[5-[5-ethyl-3-methyl-1-(2-trimethylsilylethoxymethyl)pyrazol-4-yl]-6-fluoro-2-pyridyl]amino]-1-(4-methylcyclohexyl)-2-oxo-ethyl]pyrazole-3-carboxamide